NC(C(=O)NC1=CC=C2C(=C1)NC(C21CCOCC1)=O)C1CCCCCCC1 2-amino-2-cyclooctyl-N-(2-oxospiro[indoline-3,4'-tetrahydropyran]-6-yl)acetamide